(1R,2R)-2-(pyrrolidin-1-yl)-2,3-dihydro-1H-inden-1-amine N1(CCCC1)[C@H]1[C@@H](C2=CC=CC=C2C1)N